OC1=C(C(N(C=C1)C)=O)NC(N[C@@H](CC(=O)OCC)C1=NC(=CC=C1)C1=CC=CC=C1)=O Ethyl (S)-3-(3-(4-Hydroxy-1-methyl-2-oxo-1,2-dihydropyridin-3-yl)ureido)-3-(6-phenylpyridin-2-yl)propanoat